FC1=C(C(=CC(=C1)C(NC)=O)F)C=1N=C2N(C=CC(=C2)C)C1C[C@@H]1NCCN(C1)C(=O)OC methyl (S)-2-((2-(2,6-difluoro-4-(methylcarbamoyl)phenyl)-7-methylimidazo[1,2-a]pyridin-3-yl)methyl)piperazine-4-carboxylate